BrCC1=CC=CC(=C1)F 2-(bromomethyl)-4-fluorobenzene